3,6-bis(dimethylamino)fluorene methyl-(S)-5-fluoro-2-(4-methoxybenzyl)-3-oxo-1-(2-oxoethyl)isoindoline-1-carboxylate COC(=O)[C@]1(N(C(C2=CC(=CC=C12)F)=O)CC1=CC=C(C=C1)OC)CC=O.CN(C=1C=CC=2CC3=CC=C(C=C3C2C1)N(C)C)C